5-[[2-[2-[3-(dimethylamino)phenyl]-1-piperidyl]-2-oxo-acetyl]amino]pyridine-3-carboxamide CN(C=1C=C(C=CC1)C1N(CCCC1)C(C(=O)NC=1C=C(C=NC1)C(=O)N)=O)C